2-[[2-(4-cyclopropyl-6-methoxy-pyrimidin-5-yl)-4-(trifluoromethyl)pyrrolo[3,2-d]pyrimidin-5-yl]methoxy]ethyl-trimethyl-silane C1(CC1)C1=NC=NC(=C1C=1N=C(C2=C(N1)C=CN2COCC[Si](C)(C)C)C(F)(F)F)OC